2-Methylpentane-1,5-diamine CC(CN)CCCN